(R)-4-(8-((1,3-Dimethyl-1H-pyrazol-5-yl)sulfonyl)-8-azaspiro[4.5]decan-2-yl)morpholine CN1N=C(C=C1S(=O)(=O)N1CCC2(CC[C@H](C2)N2CCOCC2)CC1)C